3-benzyl-5-(2-hydroxyethyl)-4-methylthiazol-3-ium bromide [Br-].C(C1=CC=CC=C1)[N+]1=CSC(=C1C)CCO